(5S)-2-(2,3-dihydrobenzo[b][1,4]dioxin-2-yl)-4,5-dihydro-1H-imidazole-4,4,5-d3 O1C2=C(OCC1C=1N[C@H](C(N1)([2H])[2H])[2H])C=CC=C2